N[C@@H]1[C@H](C[C@H](CC1)NC(OC(C)(C)C)=O)F tert-Butyl ((1S,3S,4S)-4-amino-3-fluorocyclohexyl)carbamate